2-ethyl-butanol C(C)C(CO)CC